(4-((R)-2-Amino-3-(2H-tetrazol-2-yl)propoxy)phenyl)((S)-3-(4-fluorophenyl)pyrrolidin-1-yl)methanon N[C@@H](COC1=CC=C(C=C1)C(=O)N1C[C@@H](CC1)C1=CC=C(C=C1)F)CN1N=CN=N1